methyl (R)-6-(((1-(3-fluoropyridin-2-yl)ethyl)amino)methyl)nicotinate FC=1C(=NC=CC1)[C@@H](C)NCC1=NC=C(C(=O)OC)C=C1